(4-((2-amino-3-chloropyridin-4-yl)oxy)-3-fluorophenyl)-2-phenylthiazole-5-carboxamide NC1=NC=CC(=C1Cl)OC1=C(C=C(C=C1)C=1N=C(SC1C(=O)N)C1=CC=CC=C1)F